FC1(CC(C1)N1C(=NC2=NC=C(C=C21)C=2C=CN1N=C(N=CC12)NC1CC2(C1)CC(C2)(F)F)C)F 5-(1-(3,3-difluorocyclobutyl)-2-methyl-1H-imidazo[4,5-b]pyridin-6-yl)-N-(6,6-difluorospiro[3.3]heptan-2-yl)pyrrolo[2,1-f][1,2,4]triazin-2-amine